3-cyclopropyl-2-(4,4-dimethylpiperidin-1-yl)-8-(1-hydroxyethyl)-6-methylquinazolin-4(3H)-one C1(CC1)N1C(=NC2=C(C=C(C=C2C1=O)C)C(C)O)N1CCC(CC1)(C)C